ClC=1C(=NC=CC1C1=C(N=C(C=2N1N=CC2)N2CCC1(CC2)/C(/C2=CC=C(C=C2C1)F)=N/[S@](=O)C(C)(C)C)C)C (NZ,R)-N-[1'-[7-(3-chloro-2-methyl-4-pyridyl)-6-methyl-pyrazolo[1,5-a]pyrazin-4-yl]-5-fluoro-spiro[indane-2,4'-piperidine]-1-ylidene]-2-methyl-propane-2-sulfinamide